2,3-dibromo-6-chloropyridine BrC1=NC(=CC=C1Br)Cl